BrCC#CCOCC1=CC=C(C=C1)OC 1-(4-bromobut-2-ynyloxymethyl)-4-methoxy-benzene